methyl 1-(3-chlorophenyl)-1H-benzo[d]imidazole-5-carboxylate ClC=1C=C(C=CC1)N1C=NC2=C1C=CC(=C2)C(=O)OC